5-[5-(2-methoxy-phenyl)-1,2,4-thiadiazol-3-yl]-1-(propan-2-yl)-1H-indole COC1=C(C=CC=C1)C1=NC(=NS1)C=1C=C2C=CN(C2=CC1)C(C)C